2-Cyano-2-methylpropyl (3-(imidazo[4,5-d]pyrrolo[2,3-b]pyridin-1(6H)-yl)bicyclo[1.1.1]pentan-1-yl)carbamate N1(C=NC=2C1=C1C(=NC2)NC=C1)C12CC(C1)(C2)NC(OCC(C)(C)C#N)=O